C(#N)[C@]1([C@H](C1)C)N1C(=CC2=CC(=CC=C12)[C@@H]1CC(OCC1)(C)C)C(=O)OCC ethyl 1-((1S,2S)-1-cyano-2-methylcyclopropyl)-5-((S)-2,2-dimethyltetrahydro-2H-pyran-4-yl)-1H-indole-2-carboxylate